N-(6,6-dimethylhept-2-en-4-ynyl)-N-methyl-1-naphthalenemethylamine CC(C#CC=CCN(CC1=CC=CC2=CC=CC=C12)C)(C)C